CN(C(CC1=NC=C(C(=O)OC)C(=C1)C1=C(C=CC(=C1)C(F)(F)F)OC)=O)C methyl 6-(2-(dimethylamino)-2-oxoethyl)-4-(2-methoxy-5-(trifluoromethyl)phenyl)nicotinate